2-(2'-chloro-3'-((1,5-dimethyl-4,5,6,7-tetrahydro-1H-imidazo[4,5-c]pyridin-2-yl)thio)-2-methyl-[1,1'-biphenyl]-3-yl)-5-formylbenzo[d]oxazole-7-carbonitrile ClC1=C(C=CC=C1SC=1N(C2=C(CN(CC2)C)N1)C)C1=C(C(=CC=C1)C=1OC2=C(N1)C=C(C=C2C#N)C=O)C